methyl (S)-4-((2-methoxyethyl)(4-(5,6,7,8-tetrahydro-1,8-naphthyridin-2-yl)butyl)amino)-2-((2-methyl-6-(trifluoromethyl)pyrimidin-4-yl)amino)butanoate COCCN(CC[C@@H](C(=O)OC)NC1=NC(=NC(=C1)C(F)(F)F)C)CCCCC1=NC=2NCCCC2C=C1